C1C(CC12CCNCC2)CNC2=C1C(N(C(C1=CC=C2)=O)C2C(N(C(CC2)=O)C)=O)=O 4-(7-Azaspiro[3.5]nonan-2-ylmethylamino)-2-(1-methyl-2,6-dioxo-3-piperidyl)isoindoline-1,3-dione